(1s,3s)-3-(isopropylamino)cyclobutan-1-ol C(C)(C)NC1CC(C1)O